ClC1CC2=C(C3=CC=CC=C3C(=C2CC1)OC(=O)OC)OC(C=C)=O 2-chloro-9-acryloyloxy-10-methoxycarbonyloxy-1,2,3,4-tetrahydroanthracene